C(C)C1OC2=C(NC1=O)C(=CC=C2)OCC2=CC=CC=C2 ethyl-5-benzyloxy-2H-1,4-benzoxazine-3(4H)-one